CC1(OB(OC1(C)C)C1=C2C=CNC2=CC(=C1)C(F)(F)F)C 4-(4,4,5,5-tetramethyl-1,3,2-dioxaborolan-2-yl)-6-(trifluoromethyl)-1H-indole